(2E)-3-[4-(benzyloxy)-5-methoxy-2-nitrophenyl]-2-propenoic acid methyl ester COC(\C=C\C1=C(C=C(C(=C1)OC)OCC1=CC=CC=C1)[N+](=O)[O-])=O